F[B-](F)(F)F.C[N+]1(CCCC1)CCC 1-methyl-1-propylpyrrolidinium tetrafluoroborate